CC1(CCC(C=C1)=O)C1=CC=CC=C1 1-methyl-2,3-dihydro-[1,1'-biphenyl]-4(1H)-one